C1=CC(=C(C=C1O)O)O 2-hydroxy-1,4-hydroquinone